ethyl 2-(3,4-difluoro-2-methoxyphenyl)acetate FC=1C(=C(C=CC1F)CC(=O)OCC)OC